C(C)(C)(C)OC(=O)N1C(C(CC1)C(=O)O)C1=CC=CC=C1 1-(tert-butoxycarbonyl)-2-phenylpyrrolidine-3-carboxylic acid